9-bromo-3,4,7-trimethyl-3,4-dihydro-5H-pyrazolo[3,4-C]isoquinolin-5-one BrC=1C=2C3=C(N(C(C2C=C(C1)C)=O)C)N(N=C3)C